5-(6-amino-5-bromopyridin-3-yl)-1,3,4-oxadiazol-2(3H)-one NC1=C(C=C(C=N1)C1=NNC(O1)=O)Br